C1(CCCC1)SC1=NC=CC=C1C1=CC(=C(C(=C1)F)N1CCC(CC1)CC(=O)O)F 2-[1-[4-(2-cyclopentylsulfanyl-3-pyridyl)-2,6-difluoro-phenyl]-4-piperidyl]acetic acid